C1(=CC=CC=C1)S(=O)(=O)N1C=C(C=2C1=NC(=CC2)\C(\N)=N/O)C2=NC(=NC=C2C(F)(F)F)N[C@H]2CC[C@@H](N(C2)C(=O)OCC2=CC=CC=C2)C Benzyl (2S,5S)-5-[[4-[1-(benzenesulfonyl)-6-[(E)-N'-hydroxycarbamimidoyl]pyrrolo[2,3-b]pyridin-3-yl]-5-(trifluoromethyl)pyrimidin-2-yl]amino]-2-methyl-piperidine-1-carboxylate